C1(CCCCC1)C(C(=O)NC1=CC=C(C=C1)F)C cyclohexyl-N-(4-fluorophenyl)propanamide